C(=O)(O)C[C@@H](C(COC1=C(C(=CC(=C1F)F)F)F)=O)N[C@@H](C)C(=O)N [(l)-1-(carboxymethyl)-2-oxo-3-(2,3,5,6-tetrafluorophenoxy)propyl]-L-alaninamide